C(C1=CC=CC=C1)OCOCCCC(CC(C)I)C 6-iodo-4-methylheptyl benzyloxymethyl ether